CNC[C@@H]([C@H]([C@@H]([C@@H](CO)O)O)O)O (2R,3R,4R,5S)-6-(methylamino)hexane-1,2,3,4,5-pentaol